N-(3-fluorophenyl)-1-(4-methoxypyridin-2-yl)-5-oxopyrrolidine-2-carboxamide FC=1C=C(C=CC1)NC(=O)C1N(C(CC1)=O)C1=NC=CC(=C1)OC